CON=C1C2(CCC(C1)C2(C)C)CS(=O)(=O)NC2=CC=C(C=C2)OC 1-(2-(methoxyimino)-7,7-dimethylbicyclo[2.2.1]hept-1-yl)-N-(4-methoxyphenyl)methanesulfonamide